ClC[C@H](COC1=C(C=C(C=C1)C(C)(C)C1=CC=C(C=C1)OC[C@@H](CN1N=NC(=C1I)CO)O)Cl)O (S)-1-chloro-3-(2-chloro-4-(2-(4-((R)-2-hydroxy-3-(4-(hydroxymethyl)-5-iodo-1H-1,2,3-triazol-1-yl)propoxy)phenyl)propan-2-yl)phenoxy)propan-2-ol